Tungsten-tantalum-copper [Cu].[Ta].[W]